FC1=CC=C2C(=CN(C(C2=C1)=O)C1=NC=CC=C1C)C(C)C 7-fluoro-4-isopropyl-2-(3-methylpyridin-2-yl)isoquinolin-1(2H)-one